C(CCCCCCC)N(C1=CC=CC2=CC=CC=C12)C1=CC=CC=C1 monooctyl-phenyl-alpha-naphthylamine